P(O)(O)OCC(COP(O)O)(CO)CO pentaerythritol bisphosphite